1-[5-fluoro-2-(2-hydroxyethyl)phenyl]-3-[3-(2-aminoethylamino)-5-trifluoromethoxyphenyl]urea FC=1C=CC(=C(C1)NC(=O)NC1=CC(=CC(=C1)OC(F)(F)F)NCCN)CCO